NC=1C2=C(N=CN1)N(C(=C2C2=CC=C(C=C2)OC2=NC=CC=C2)C#CC2CCN(CC2)C(C=C)=O)C(C)C 1-(4-((4-amino-7-isopropyl-5-(4-(pyridin-2-yloxy)phenyl)-7H-pyrrolo[2,3-d]pyrimidin-6-yl)eth-ynyl)piperidin-1-yl)-prop-2-en-1-one